C(=O)(O)C(O)C(O)C(=O)O.BrC=1NC2=CC=CC=3C4=C[C@H](CN([C@@H]4CC1C32)CCC)C(=O)N[C@H](C)CC.BrC=3NC2=CC=CC=1C4=C[C@H](CN([C@@H]4CC3C12)CCC)C(=O)N[C@H](C)CC (6aR,9R)-5-bromo-N-((R)-sec-butyl)-7-propyl-4,6,6a,7,8,9-hexahydroindolo[4,3-fg]quinoline-9-carboxamide hemitartrate